5-[2,4-bis(trifluoromethyl)imidazo[1,2-a]1,8-naphthyridin-8-yl]-1,3-oxazole FC(C=1C=C(C=2C=CC=3N(C2N1)C=C(N3)C3=CN=CO3)C(F)(F)F)(F)F